C(C1=CC=CC=C1)OC=1C(N(C=CC1)CCC)CC 3-(benzyloxy)-2-ethyl-1-propylpyridine